urethane isocyanate [N-]=C=O.NC(=O)OCC